C12CC(CC2C1)OC1=C(C=C(C=C1F)NC(=O)C=1N=C(OC1CC(F)(F)F)N1CC(C1)(OC)CC)F N-(4-(cis-bicyclo[3.1.0]hexan-3-yloxy)-3,5-difluorophenyl)-2-(3-ethyl-3-methoxyazetidin-1-yl)-5-(2,2,2-trifluoroethyl)oxazole-4-carboxamide